N[C@H](C(=O)OC)CC1=CC(=CC=C1)C=O METHYL (2S)-2-AMINO-3-(3-FORMYLPHENYL)PROPANOATE